(4S)-1-(((10S)-7-(3-cyclohexyl-2-methylpropanoyl)-10-hydroxy-7-azaspiro[4.5]decan-10-yl)methyl)-4-phenylpyrrolidin-2-one C1(CCCCC1)CC(C(=O)N1CC2(CCCC2)[C@](CC1)(O)CN1C(C[C@H](C1)C1=CC=CC=C1)=O)C